P(O)(O)O.NC(=O)N urea dihydrogen phosphite